(R)-4-(2-((1-(5-chloro-6-oxo-1,6-dihydropyridazin-4-yl)pyrrolidin-3-yl)oxy)pyridin-4-yl)-N-propylbenzenesulfonamide ClC1=C(C=NNC1=O)N1C[C@@H](CC1)OC1=NC=CC(=C1)C1=CC=C(C=C1)S(=O)(=O)NCCC